(2-(pyridin-2-yl)cyclopropyl)methanone N1=C(C=CC=C1)C1C(C1)C=O